N-[(2S)-2-[(6-bromopyridin-2-yl)oxy]propyl]carbamic acid tert-butyl ester C(C)(C)(C)OC(NC[C@H](C)OC1=NC(=CC=C1)Br)=O